C(CCC)[Si](OCCOCC)(OCCOCC)CCCC di-n-butyl-bis-(2-ethoxyethoxy)silane